C(CC(C)C)CC(=O)[O-] Isoamylacetat